FC(OC=1C=2N(C=C(C1)C(F)(F)F)C[C@]1(C=3C=CN=C(C3C(CC1)(F)F)C(F)F)N2)F (S)-8-(difluoromethoxy)-1'-(difluoromethyl)-8',8'-difluoro-6-(trifluoromethyl)-7',8'-dihydro-3H,6'H-spiro[imidazo[1,2-a]pyridine-2,5'-isoquinoline]